2-(2,2-difluorocyclopropyl)-6-iodo-4-methyl-7,8-dihydro-6H-pyrazolo[1,5-a][1,3]diazepin-5-one FC1(C(C1)C1=NN2C(N(C(C(CC2)I)=O)C)=C1)F